O=C1NCCN2[C@@H](COC3=C(SC1=C32)C=3C=NNC3)CNC(C)=O N-[[(7R)-12-oxo-3-(1H-pyrazol-4-yl)-5-oxa-2-thia-8,11-diazatricyclo[6.4.1.04,13]trideca-1(13),3-dien-7-yl]methyl]acetamide